O=C1NC([C@@](N1)(C1=CC=NC=C1)CNC(OC(C)(C)C)=O)=O |r| rac-tert-Butyl {[2,5-dioxo-4-(pyridin-4-yl)imidazolidin-4-yl]methyl}carbamate